Tert-Butyl 7-((R)-3-(3-amino-6-methylthieno[2,3-b]pyridine-2-carboxamido)chroman-7-yl)-9,9-difluoro-3,7-diazabicyclo[3.3.1]nonane-3-carboxylate NC1=C(SC2=NC(=CC=C21)C)C(=O)N[C@H]2COC1=CC(=CC=C1C2)N2CC1CN(CC(C2)C1(F)F)C(=O)OC(C)(C)C